[C@H](C)(CC)N1N=CC=2C1=NC(=NC2NC=2N=CN(C2)C2=CC(=C(C(=C2)OC)OC)OC)CC2CC2 (S)-1-(sec-butyl)-6-(cyclopropylmethyl)-N-(1-(3,4,5-trimethoxyphenyl)-1H-imidazol-4-yl)-1H-pyrazolo[3,4-d]pyrimidin-4-amine